1-(7-((5-(1-(2,2-difluoroethyl)-2-methyl-1H-imidazo[4,5-b]pyridin-6-yl)-4-methoxy-7H-pyrrolo[2,3-d]pyrimidin-2-yl)amino)-2-azaspiro[3.5]nonan-2-yl)ethan-1-one FC(CN1C(=NC2=NC=C(C=C21)C2=CNC=1N=C(N=C(C12)OC)NC1CCC2(CN(C2)C(C)=O)CC1)C)F